ClC1=CC(NC(=N1)N1C[C@@H](O[C@@H](C1)C)C)=O 6-chloro-2-((cis)-2,6-dimethylmorpholino)pyrimidin-4(3H)-one